1-(11Z-docosenoyl)-2-tridecanoyl-glycero-3-phosphoserine CCCCCCCCCCCCC(=O)O[C@H](COC(=O)CCCCCCCCC/C=C\CCCCCCCCCC)COP(=O)(O)OC[C@@H](C(=O)O)N